C(CCCCCCCCC\C=C/CCCCCC)(=O)[O-].[Co+2].C(CCCCCCCCC\C=C/CCCCCC)(=O)[O-] cobalt cis-vaccenate